C(C)(C)(C)OC(=O)N[C@@H](CC(=O)OCC)C=1C=C(C=C(C1F)C1CC1)C1=C(C=C(C=C1C)F)CCCCC=C Ethyl (S)-3-((tert-butoxycarbonyl)amino)-3-(5-cyclopropyl-4,4'-difluoro-2'-(hex-5-en-1-yl)-6'-methyl-[1,1'-biphenyl]-3-yl)propanoate